4-((3-benzyl-3-(6-methyl-1-(1-methyl-6-oxo-1,6-dihydropyridin-3-yl)-1H-indazol-5-yl)pyrrolidin-1-yl)sulfonyl)benzonitrile C(C1=CC=CC=C1)C1(CN(CC1)S(=O)(=O)C1=CC=C(C#N)C=C1)C=1C=C2C=NN(C2=CC1C)C1=CN(C(C=C1)=O)C